tert-butyl (2S,4R)-4-hydroxy-2-[4-methyl-5-[methyl-[[4-(4-methylthiazol-5-yl)phenyl]methyl]carbamoyl]-1H-imidazol-2-yl]pyrrolidine-1-carboxylate O[C@@H]1C[C@H](N(C1)C(=O)OC(C)(C)C)C=1NC(=C(N1)C)C(N(CC1=CC=C(C=C1)C1=C(N=CS1)C)C)=O